FC(C(=O)O)(F)F.C1(CC1)C1=C(C(=NO1)C1=C(C=CC=C1Cl)Cl)CO[C@H]1[C@@H]2[C@H](N[C@H](C1)C2)C (1S,3R,4S,5R)-5-[[5-cyclopropyl-3-(2,6-dichlorophenyl)-1,2-oxazol-4-yl]methoxy]-3-methyl-2-azabicyclo[2.2.1]heptane trifluoroacetate salt